4-(5-nitropyridine-2-Yl)piperazine [N+](=O)([O-])C=1C=CC(=NC1)N1CCNCC1